3-FORMYL-6-ISOPROPYLCHROMONE C(=O)C1=COC2=CC=C(C=C2C1=O)C(C)C